Cl.OC1=CC(=NC=C1)C(=O)OC methyl 4-hydroxypyridine-2-carboxylate hydrochloride